(R)-(1-(4-fluorophenyl)-6-tosyl-4,4a,5,6,7,8-hexahydro-1H-pyrazolo[3,4-g]isoquinolin-4a-yl)(pyridin-2-yl)methanone FC1=CC=C(C=C1)N1N=CC2=C1C=C1CCN(C[C@]1(C2)C(=O)C2=NC=CC=C2)S(=O)(=O)C2=CC=C(C)C=C2